FC(C=1C=NC(=NC1)N[C@@H]1C[C@H](CC1)NC1=CC=C(C=N1)N1CC2=NC=CC=C2C1=O)(F)F 6-(6-(((1S,3S)-3-((5-(trifluoromethyl)pyrimidin-2-yl)amino)cyclopentyl)amino)pyridin-3-yl)-6,7-dihydro-5H-pyrrolo[3,4-b]pyridin-5-one